3,3-Dimethylbutyric acid CC(CC(=O)O)(C)C